m-Bromoanisole BrC=1C=C(C=CC1)OC